2-(((2S,4s,6S)-6-((6-methyl-isoquinolin-1-yl)amino)spiro[3.3]heptan-2-yl)oxy)nicotinamide CC=1C=C2C=CN=C(C2=CC1)NC1CC2(CC(C2)OC2=C(C(=O)N)C=CC=N2)C1